1-(diethoxymethylsilyl)-4-vinylbenzene C(C)OC(OCC)[SiH2]C1=CC=C(C=C1)C=C